O=C1N[C@H](CC12CCN(CC2)C(=O)OC(C)(C)C)CCOS(=O)(=O)C2=CC=C(C)C=C2 tert-butyl (R)-1-oxo-3-(2-(tosyloxy) ethyl)-2,8-diazaspiro[4.5]decane-8-carboxylate